FC=1C=CC(=NC1)CC=1C(C2=CC=CC=C2C(C1CCC1COC1)=O)=O 2-((5-fluoropyridin-2-yl)methyl)-3-(2-(oxetan-3-yl)ethyl)naphthalene-1,4-dione